(4aR,8aS)-6-(2-Methyl-3-(4-(trifluoromethoxy)phenyl)azetidine-1-carbonyl)hexahydro-2H-pyrido[4,3-b][1,4]oxazin-3(4H)-one CC1N(CC1C1=CC=C(C=C1)OC(F)(F)F)C(=O)N1C[C@@H]2[C@@H](OCC(N2)=O)CC1